C(CCCCCCCCC)[SiH2]C1=CC=CC=C1 n-decylphenylsilane